C(C)[C@]1(C2=C(NC=3N=CC=CC13)CC(CC2=O)(C)C)C2=CC(=CC=C2)C=2C(=NN(C2C)C)C (S)-5-ethyl-8,8-dimethyl-5-(3-(1,3,5-trimethyl-1H-pyrazol-4-yl)phenyl)-5,8,9,10-tetrahydrobenzo[b][1,8]naphthyridin-6(7H)-one